5-((3-(4-(3-(4-chlorophenyl)propanamido)-3-(methoxycarbonyl)phenoxy)azetidin-1-yl)methyl)-benzoate ClC1=CC=C(C=C1)CCC(=O)NC1=C(C=C(OC2CN(C2)CC=2C=CC=C(C(=O)[O-])C2)C=C1)C(=O)OC